COC(C(C=O)C1=CC=CC=C1)=O alpha-formyl-phenylacetic acid methyl ester